di(2-ethylbutyl) phthalate C(C=1C(C(=O)OCC(CC)CC)=CC=CC1)(=O)OCC(CC)CC